5-(2-(ethyl(methyl)amino)ethyl)naphthalen-2-ol C(C)N(CCC1=C2C=CC(=CC2=CC=C1)O)C